tert-butyl 4-{2-[4-(4-fluorophenyl)-5-[2-(methylamino)pyridin-4-yl]-1H-imidazol-1-yl]acetyl}piperazine-1-carboxylate FC1=CC=C(C=C1)C=1N=CN(C1C1=CC(=NC=C1)NC)CC(=O)N1CCN(CC1)C(=O)OC(C)(C)C